N-(2'-amino-5'H-spiro[isochromane-4,4'-thiazol]-6-yl)-5-methoxypyrazine-2-carboxamide NC=1SCC2(N1)COCC1=CC=C(C=C12)NC(=O)C1=NC=C(N=C1)OC